COC(C1CCN(CC1)C1=CC(=C(C=C1)C1C=2C=CC(=CC2CCC1C1=CC=CC=C1)O)OC)OC 5-(4-(4-(dimethoxymethyl)piperidin-1-yl)-2-methoxyphenyl)-6-phenyl-5,6,7,8-tetrahydronaphthalen-2-ol